(6aR)-8-acryloyl-4-chloro-1-(4-(dimethylamino)-2,2-dimethylpyrrolidin-1-yl)-3-(2-fluoro-6-hydroxyphenyl)-6,6a,7,8,9,10-hexahydro-12H-pyrazino[2,1-c]pyrido[3,4-f][1,4]oxazepin-12-one C(C=C)(=O)N1C[C@@H]2COC3=C(C(N2CC1)=O)C(=NC(=C3Cl)C3=C(C=CC=C3O)F)N3C(CC(C3)N(C)C)(C)C